C(#N)CC1=NNC=C1C(=O)OCC ethyl 3-(cyanomethyl)-1H-pyrazole-4-carboxylate